OCC(COCCC(OC1OCCCC1)C=1C=C(C=CC1)CCC(=O)OCC)(C)C ethyl 3-(3-(3-(3-hydroxy-2,2-dimethylpropoxy)-1-((tetrahydro-2H-pyran-2-yl)oxy)propyl)phenyl)propanoate